1-(2-benzyloxyethoxy)propan-2-ol C(C1=CC=CC=C1)OCCOCC(C)O